N1(CCOCC1)C(=O)C=1C=C2C(=CC(=NC2=CC1)C=O)C1=NC=CC=N1 6-(morpholine-4-carbonyl)-4-(pyrimidin-2-yl)quinoline-2-carbaldehyde